C(C)(C)(C)OC(=O)N1C[C@@H](N(C[C@H]1CC)C=1C=2N(N=C(C1)Cl)C=C(N2)C(=O)OCC)CO ethyl 8-((2R,5R)-4-(tert-butoxycarbonyl)-5-ethyl-2-(hydroxymethyl)piperazin-1-yl)-6-chloroimidazo[1,2-b]pyridazine-2-carboxylate